COC(=O)C=1C=C2CCN(C2=CC1)C(NC1=CC2=C(NC(N2)=O)C=C1)=O ((2-oxo-2,3-dihydro-1H-benzo[d]imidazol-5-yl)carbamoyl)indoline-5-carboxylic acid methyl ester